5-hydroxy-4',7-dimethoxyflavone OC1=C2C(C=C(OC2=CC(=C1)OC)C1=CC=C(C=C1)OC)=O